C(C)(C)N1N=C(C2=C(C=CC=C12)C(C(=O)O)N1CC(C1)OCCCCCC1=NC=2NCCCC2C=C1)C 2-(1-isopropyl-3-methyl-1H-indazol-4-yl)-2-(3-(5-(5,6,7,8-tetrahydro-1,8-naphthyridin-2-yl)pentyloxy)azetidin-1-yl)acetic acid